BrC1=CC=2C(=NNN2)C=C1OCC 5-bromo-6-ethoxy-2H-benzo[d][1,2,3]triazole